3-[2-(2-chloro-5-methoxybenzoyl)-1,2,3,4-tetrahydroisoquinolin-5-yl]-3-(7-methoxy-1-methyl-1H-benzo[d][1,2,3]triazol-5-yl)propionic acid ClC1=C(C(=O)N2CC3=CC=CC(=C3CC2)C(CC(=O)O)C2=CC3=C(N(N=N3)C)C(=C2)OC)C=C(C=C1)OC